N-Methyl-N-(3-(4-((3-methyl-4-((1-methyl-1H-benzo[d]imidazol-5-yl)oxy)phenyl)amino)pyrido[3,2-d]pyrimidin-6-yl)prop-2-yn-1-yl)acrylamide CN(C(C=C)=O)CC#CC=1C=CC=2N=CN=C(C2N1)NC1=CC(=C(C=C1)OC1=CC2=C(N(C=N2)C)C=C1)C